(3-fluorocyclobutyl)-8,9-dihydro-7H-cyclopenta[h]isoquinoline-5-sulfonamide FC1CC(C1)C1=NC=CC=2C(=CC3=C(C12)CCC3)S(=O)(=O)N